ClC=1C(=NC(=NC1)NC=1C(=NC(=CC1)N1CCN(CC1)C)OC(C)C)NC1=C(C=CC=C1)P(C)(C)=O (2-((5-chloro-2-((2-isopropoxy-6-(4-methylpiperazin-1-yl)pyridin-3-yl)amino)pyrimidin-4-yl)amino)phenyl)dimethylphosphine oxide